rel-1-[(3'S)-5'-fluoro-3'H-spiro[cyclopropane-1,2'-furo[3,2-b]pyridin]-3'-yl]methanamine dibromide Hydrate O.[Br-].[Br-].FC1=CC=C2C(=N1)[C@@H](C1(O2)CC1)CN |o1:10|